CN1N=NC2=C1C=CC(=C2C)[C@@H](C(C(=O)[O-])(C)C)C2=CC(=C(C=C2)C)CN2C[C@@H](OC1=C(C2)N=C(C=C1)O)C(C)C (S)-3-(1,4-dimethyl-1H-benzo[d][1,2,3]triazol-5-yl)-3-(3-(((S)-7-hydroxy-2-isopropyl-2,3-dihydropyrido[2,3-f][1,4]oxazepin-4(5H)-yl) methyl)-4-methylphenyl)-2,2-dimethylpropionate